4-chloro-2-((trimethylsilyl)ethynyl)benzonitrile ClC1=CC(=C(C#N)C=C1)C#C[Si](C)(C)C